BrC1=C(C=C2C(=NC(=NC2=C1OC1CC1)Cl)Cl)OC 7-bromo-2,4-dichloro-8-cyclopropyloxy-6-methoxyquinazoline